benzyl (4-(methylcarbamoyl)tetrahydro-2H-pyran-4-yl)carbamate CNC(=O)C1(CCOCC1)NC(OCC1=CC=CC=C1)=O